2-(2-hydroxy-3,5-dicumyl-phenyl)phenyl-benzotriazole OC1=C(C=C(C=C1C(C)(C)C1=CC=CC=C1)C(C)(C)C1=CC=CC=C1)C1=C(C=CC=C1)C1=CC=CC=2NN=NC21